4-(aminomethyl)-6-(5-(o-tolyloxy)pyridin-3-yl)phthalazin-1(2H)-one NCC1=NNC(C2=CC=C(C=C12)C=1C=NC=C(C1)OC1=C(C=CC=C1)C)=O